[4-(3-hydroxyphenyl)-1H-pyrrol-2-yl](3,4,5-trimethoxyphenyl)methanone OC=1C=C(C=CC1)C=1C=C(NC1)C(=O)C1=CC(=C(C(=C1)OC)OC)OC